4,6-bis(α-methyl-4-hydroxybenzyl)pyrogallol CC(C1=CC=C(C=C1)O)C1=C(C(=C(O)C(=C1)C(C1=CC=C(C=C1)O)C)O)O